Rel-(S)-methyl 2,2-dimethyl-3-(4-methyl-3-(((S)-4-methyl-1,1-dioxido-4,5-dihydropyrido-[4,3-f][1,2]thiazepin-2(3H)-yl)methyl)phenyl)-3-(prop-2-yn-1-yloxy)propanoate CC(C(=O)OC)([C@@H](OCC#C)C1=CC(=C(C=C1)C)CN1S(C2=C(C[C@@H](C1)C)C=CN=C2)(=O)=O)C |o1:6|